N-cyclopropyl-3-((3-(2-fluorophenyl)-5-methyl-5,6-dihydropyrrolo[3,4-c]pyrazole-2(4H)-yl)methyl)benzamide C1(CC1)NC(C1=CC(=CC=C1)CN1N=C2C(=C1C1=C(C=CC=C1)F)CN(C2)C)=O